3-(2-((1H-pyrrolo[3,2-b]pyridin-3-yl)methyl)-4-amino-7-(pyrimidin-4-yl)pyrazolo[1,5-a]pyrazin-6-yl)benzonitrile N1C=C(C2=NC=CC=C21)CC2=NN1C(C(=NC(=C1C1=NC=NC=C1)C=1C=C(C#N)C=CC1)N)=C2